tert-butyl (2R)-4-[5-(azetidin-1-yl)-7-(4-chloropyridin-2-yl)-7H-pyrrolo[2,3-d]pyrimidin-4-yl]-2-methylpiperazine-1-carboxylate N1(CCC1)C1=CN(C=2N=CN=C(C21)N2C[C@H](N(CC2)C(=O)OC(C)(C)C)C)C2=NC=CC(=C2)Cl